N(=[N+]=[N-])CCCN 1-azido-3-aminopropane